ClC1=NC(=NC(=C1)Cl)C=1C=NC=CC1 4,6-dichloro-2-(pyridin-3-yl)pyrimidine